tert-butyl 4-[4-(2-benzyloxy-1,1-difluoro-ethyl)-1-piperidyl]indoline-1-carboxylate C(C1=CC=CC=C1)OCC(F)(F)C1CCN(CC1)C1=C2CCN(C2=CC=C1)C(=O)OC(C)(C)C